(diethylamino)-3-vinylphenylsilane C(C)N(CC)[SiH2]C1=CC(=CC=C1)C=C